OC=1C=2C3=C(N=CC2C=CC1)S(C=C3)=O 9-hydroxythieno[2,3-c]isoquinolone